1-[4-[(tert-butyldimethylsilyl)oxy]phenyl]ethan-1-ol [Si](C)(C)(C(C)(C)C)OC1=CC=C(C=C1)C(C)O